(2R*)-2-(5,6-difluoro-4-methyl-2-oxo-1H-quinolin-3-yl)-N-[(1S)-1-(2,4-difluorophenyl)ethyl]propenamide FC1=C2C(=C(C(NC2=CC=C1F)=O)C(C(=O)N[C@@H](C)C1=C(C=C(C=C1)F)F)=C)C